5-(5-(difluoromethyl)-1,3,4-oxadiazol-2-yl)-3-fluoropyridin FC(C1=NN=C(O1)C=1C=C(C=NC1)F)F